C1(=CC=CC=C1)C=1C=C(C=C(C1C1=CC=CC=C1)C1=CC=CC=C1)C1=CC=C(C=C1)B1OC(C(O1)(C)C)(C)C 2-(3',5'-diphenyl-[1,1':4',1''-terphenyl]-4-yl)-4,4,5,5-tetramethyl-1,3,2-dioxaborolane